C(#N)C=1C=C(C=CC1)NC(CC1=CC=CC=C1)=O N-(3-cyanophenyl)-2-phenylacetamide